NC=1C2=C(N=CN1)N(C(=C2C2=CC=C(C=C2)OC2=NC(=CC=C2)C)C2C(N(CC2)C(C=C)=O)(C)C)C 1-(3-(4-amino-7-methyl-5-(4-((6-methylpyridin-2-yl)oxy)phenyl)-7H-pyrrolo[2,3-d]pyrimidin-6-yl)-2,2-dimethylpyrrolidin-1-yl)prop-2-en-1-one